C(C\C=C/CCCC)[Mg]Cl (3Z)-3-octenyl-magnesium chloride